The molecule is a 1-phosphatidyl-1D-myo-inositol 4,5-bisphosphate(5-) obtained by deprotonation of the phosphate OH groups of 1-stearoyl-2-oleoyl-sn-glycero-3-phospho-1D-myo-inositol 4,5-bisphosphate; major species at pH 7.3. It is a conjugate base of a 1-stearoyl-2-oleoyl-sn-glycero-3-phospho-1D-myo-inositol 4,5-biphosphate. CCCCCCCCCCCCCCCCCC(=O)OC[C@H](COP(=O)([O-])O[C@@H]1[C@@H]([C@@H]([C@H]([C@@H]([C@H]1O)OP(=O)([O-])[O-])OP(=O)([O-])[O-])O)O)OC(=O)CCCCCCC/C=C\\CCCCCCCC